N1(CCC1)C1=NC=C(C=N1)NC(=O)N[C@@H](C(C)C)C=1OC2=C(C1C)C=C(C=C2)F (S)-1-(2-(azetidin-1-yl)pyrimidin-5-yl)-3-(1-(5-fluoro-3-methylbenzofuran-2-yl)-2-methylpropyl)urea